N1CCC(CC1)C1=C(C=CC=C1)CO (2-(piperidin-4-yl)phenyl)methanol